{2-cyclopropyl-7-fluoro-4-[4-(2-methoxy-phenyl)-piperidin-1-yl]-quinazolin-6-yl}-methyl-propyl-amine C1(CC1)C1=NC2=CC(=C(C=C2C(=N1)N1CCC(CC1)C1=C(C=CC=C1)OC)N(CCC)C)F